FC(OC=1C=C(C=CC1)C1=CN(C=2C1=NC=C(C2)C(=O)NC(C)C)C2=NC=C(C=N2)F)F 3-(3-(difluoromethoxy)phenyl)-1-(5-fluoropyrimidin-2-yl)-N-isopropyl-1H-pyrrolo[3,2-b]pyridine-6-carboxamide